trans-1,4-diamino-2-butene NC\C=C\CN